tetrabutyl-ammonium p-Toluenesulfonate CC1=CC=C(C=C1)S(=O)(=O)[O-].C(CCC)[N+](CCCC)(CCCC)CCCC